C(C1=CC=CC=C1)(=S)SCC(=O)O S-(thiobenzoyl)thioglycolic acid